COC(CN(C(OCC)=O)CC(=C)C)OC Ethyl (2,2-dimethoxyethyl)(2-methylallyl)carbamate